(1R,5S)-3-(5-bromo-3-chloro-4-methylpyridin-2-yl)-3-azabicyclo[3.1.0]Hexane BrC=1C(=C(C(=NC1)N1C[C@@H]2C[C@@H]2C1)Cl)C